tert-butyl 6-[(2S)-2-(2-isopropylphenyl)pyrrolidin-1-yl]-2-azaspiro[3.3]heptane-2-carboxylate C(C)(C)C1=C(C=CC=C1)[C@H]1N(CCC1)C1CC2(CN(C2)C(=O)OC(C)(C)C)C1